ClC1=C(C=CC=C1B1OC(C(O1)(C)C)(C)C)C1=C(C(=CC=C1)NC(=O)C=1C(N(C(N(C1)C)=O)C)=O)C N-(2'-chloro-2-methyl-3'-(4,4,5,5-tetramethyl-1,3,2-dioxaborolan-2-yl)-[1,1'-biphenyl]-3-yl)-1,3-dimethyl-2,4-dioxo-1,2,3,4-tetrahydropyrimidine-5-carboxamide